CC1=COC=2N=CN=C(C21)N2CC=1C=C(C=NC1CC2)C(F)(F)F 5-methyl-4-[3-(trifluoromethyl)-7,8-dihydro-5H-1,6-naphthyridin-6-yl]furo[2,3-d]pyrimidine